C(CCCCCCC)C=1N=C(SC1)CC(C(=O)O)=C 2-((4-octylthiazol-2-yl)methyl)acrylic acid